5-(1-(4-methoxyphenyl)-2-methyl-1H-imidazo[4,5-c]quinolin-8-yl)pyrimidin-2-amine COC1=CC=C(C=C1)N1C(=NC=2C=NC=3C=CC(=CC3C21)C=2C=NC(=NC2)N)C